6-Chloro-8-(6-chloro-pyridin-3-yl)-1-methyl-9H-pyrido[3,4-b]indole ClC=1C=C2C3=C(NC2=C(C1)C=1C=NC(=CC1)Cl)C(=NC=C3)C